C1(CCCCC1)CO[N+]1=CC=CC=C1 1-cyclohexylmethyl-oxy-pyridinium